OC=1C=CC=2C3(C4=CC=C(C=C4OC2C1)O)OC(C1=C3C=CC=C1)=O 3',6'-dihydroxyspiro[2-benzofuran-3,9'-xanthene]-1-one